tert-butyl 4-[(2E)-9,10-dimethoxy-4-oxo-2-[(2,4,6-trimethylphenyl)imino]-6H,7H-pyrimido[4,3-a]isoquinolin-3-yl]piperidine-1-carboxylate COC=1C=C2CCN3C(C2=CC1OC)=C\C(\N(C3=O)C3CCN(CC3)C(=O)OC(C)(C)C)=N/C3=C(C=C(C=C3C)C)C